Pyrrolidine, hydrochloride Cl.N1CCCC1